(2R)-2-(tert-butoxycarbonylamino)-3-(4-cyano-5-fluoro-2-nitro-phenyl)sulfanyl-propanoic acid C(C)(C)(C)OC(=O)N[C@H](C(=O)O)CSC1=C(C=C(C(=C1)F)C#N)[N+](=O)[O-]